CC1(COB(OC1)C1=C(C(=O)OC)C=C(C=C1C)NC1=NC=C(C(=N1)NC(CC)CC)C)C methyl 2-(5,5-dimethyl-1,3,2-dioxaborinan-2-yl)-5-[[4-(1-ethylpropylamino)-5-methyl-pyrimidin-2-yl]amino]-3-methyl-benzoate